1-[2-(4-benzyloxy-5-methyl-2-propyl-pyrazol-3-yl)oxazol-4-yl]-N-[(2,4-dimethoxyphenyl)methyl]-6-methyl-imidazo[1,5-a]pyrazine-3-carboxamide C(C1=CC=CC=C1)OC1=C(N(N=C1C)CCC)C=1OC=C(N1)C=1N=C(N2C1C=NC(=C2)C)C(=O)NCC2=C(C=C(C=C2)OC)OC